C(C)SC1=C(N=C2N1CCCC2)N2N=C1C(N=CC(=C1)C(F)(F)F)=C2 2-(3-Ethylsulfanyl-5,6,7,8-tetrahydroimidazo[1,2-a]pyridin-2-yl)-6-(trifluoromethyl)pyrazolo-[4,3-b]pyridin